[Br-].CC1C[PH+]([C@H]2[C@H](CC[C@@H]1C2)C)CCCC=C (1R,5R,8S)-4,8-dimethyl-2-(pent-4-en-1-yl)-2-phosphabicyclo[3.3.1]nonan-2-ium bromide